(M)-6-Chloro-4-[(2S,5R)-2,5-dimethyl-4-prop-2-enoyl-piperazin-1-yl]-7-(3-fluoro-2-methyl-phenyl)-1-(2-isopropyl-4-methyl-3-pyridyl)pyrido[2,3-d]pyrimidin-2-one ClC1=CC2=C(N(C(N=C2N2[C@H](CN([C@@H](C2)C)C(C=C)=O)C)=O)C=2C(=NC=CC2C)C(C)C)N=C1C1=C(C(=CC=C1)F)C